C1(C=2C(C(N1CC(=O)C1=CC=CC=C1)=O)=CC=CC2)=O alpha-(phthalimido)-acetophenone